C1(CC1)[C@H]1CN(CCN1)C=1N=NC(=CN1)C1=C(C=C(C=C1)C1=CC2=C(C=N1)N=NN2C)O 2-{3-[(3S)-3-cyclopropylpiperazin-1-yl]-1,2,4-triazin-6-yl}-5-(1-methyl-1H-[1,2,3]triazolo[4,5-c]pyridin-6-yl)phenol